N=1C=C(N2N=CC=CC21)C#C imidazo[1,2-b]pyridazin-3-ylacetylene